N1N=CC(=C1)N1C(C=CC=C1)=O 1-(1H-pyrazol-4-yl)pyridin-2(1H)-one